The molecule is an amino trisaccharide comprising beta-D-galactose, N-acetyl-beta-D-glucosamine and alpha-D-mannose residues linked sequentially (1->4) and (1->2). It is an amino trisaccharide and a glucosamine oligosaccharide. CC(=O)N[C@@H]1[C@H]([C@@H]([C@H](O[C@H]1O[C@H]2[C@H]([C@@H]([C@H](O[C@@H]2O)CO)O)O)CO)O[C@H]3[C@@H]([C@H]([C@H]([C@H](O3)CO)O)O)O)O